[Ca+2].C1(CC1)C1=NC2=CC=CC=C2C(=C1/C=C/C(C[C@H](CC(=O)[O-])O)=O)C1=CC=C(C=C1)F.C1(CC1)C1=NC2=CC=CC=C2C(=C1/C=C/C(C[C@H](CC(=O)[O-])O)=O)C1=CC=C(C=C1)F Bis{(R,E)-7-(2-cyclopropyl-4-(4-fluorophenyl)-3-quinolinyl)-3-hydroxy-5-oxo-6-heptenoic acid} calcium salt